C(C)(C)(C)C=1C(=CC=C(O)C1)O 5-t-butylhydroquinone